BrC1=CN=C(C(=N1)C(=O)OC)NCC1=CC=C(C=C1)OC methyl 6-bromo-3-((4-methoxybenzyl)amino)pyrazine-2-carboxylate